4-BROMO-2-CHLORO-1H-INDOLE-3-CARBALDEHYDE BrC1=C2C(=C(NC2=CC=C1)Cl)C=O